ClC=1C(=NC2=CC(=C(N=C2C1N[C@@H](C(F)F)C=1C=C(C#N)C=CC1F)C=1C=NC(=NC1)P(=O)(C)C)F)C (R)-3-(1-((3-chloro-6-(2-(dimethylphosphoryl)pyrimidin-5-yl)-7-fluoro-2-methyl-1,5-naphthyridin-4-yl)amino)-2,2-difluoroethyl)-4-fluorobenzonitrile